(R)-(1-(2-(1H-indazol-5-yl)-2-oxoethoxy)propan-2-yl)carbamic acid tert-butyl ester C(C)(C)(C)OC(N[C@@H](COCC(=O)C=1C=C2C=NNC2=CC1)C)=O